OC1CC(N(CC1)C(=O)C1=NN(C=2CCCCC12)CC=O)(C)C 2-(3-(4-hydroxy-2,2-dimethylpiperidine-1-carbonyl)-4,5,6,7-tetrahydro-1H-indazol-1-yl)ethanone